5-amino-1-(2-((2-((R)-1-(3-chloro-2-fluorophenyl)-3-hydroxypropylamino)-2-oxoethyl)((R)-1-hydroxypropan-2-yl)amino)-2-oxoethyl)-1H-indazole-3-carboxamide NC=1C=C2C(=NN(C2=CC1)CC(=O)N([C@@H](CO)C)CC(=O)N[C@H](CCO)C1=C(C(=CC=C1)Cl)F)C(=O)N